C(CCC)NCCOC(C(=C)C)=O.C(C=C)(=O)O acrylic acid butylaminoethyl-methacrylate